2-chloro-4-(1-methyl-1H-pyrazol-4-yl)aniline ClC1=C(N)C=CC(=C1)C=1C=NN(C1)C